N-[(2S)-1-aminopropan-2-yl]-N-(5-bromo-2-fluorophenyl)-4-nitrobenzene-1-sulfonamide hydrochloride Cl.NC[C@H](C)N(S(=O)(=O)C1=CC=C(C=C1)[N+](=O)[O-])C1=C(C=CC(=C1)Br)F